N4-(5-amino-2-fluorophenyl)-5-{3-chloro-4-[(3-fluorophenyl)methoxy]phenyl}-N2-(1-methyl-1H-pyrazol-4-yl)pyrimidine-2,4-diamine NC=1C=CC(=C(C1)NC1=NC(=NC=C1C1=CC(=C(C=C1)OCC1=CC(=CC=C1)F)Cl)NC=1C=NN(C1)C)F